(S)-methyl (5-((2-amino-2,4-dimethylpentyl)oxy)-4-(trifluoromethyl)-[2,4'-bipyridin]-2'-yl)carbamate N[C@](COC=1C(=CC(=NC1)C1=CC(=NC=C1)NC(OC)=O)C(F)(F)F)(CC(C)C)C